N1N=C(C=C1)C(=O)[O-] pyrazole-3-carboxylate